1-ethyl-6-(4-(methylsulfonyl)phenyl)-4-(3-phenoxyphenyl)-3,4,6,7-tetrahydro-1H-pyrrolo[3,4-d]pyrimidine-2,5-dione C(C)N1C(NC(C2=C1CN(C2=O)C2=CC=C(C=C2)S(=O)(=O)C)C2=CC(=CC=C2)OC2=CC=CC=C2)=O